CC(C[C@@H](C(=O)O)N1C(C=C(C=C1)C)=O)C (S)-4-methyl-2-(4-methyl-2-oxopyridin-1(2H)-yl)pentanoic acid